[Cu]([3H])[3H] copper tritide